N-[5-(1H-benzimidazol-2-yl)-1H-pyrazol-3-yl]-6-[4-(2-hydroxyethyl)piperazin-1-yl]pyridine-3-carboxamide N1C(=NC2=C1C=CC=C2)C2=CC(=NN2)NC(=O)C=2C=NC(=CC2)N2CCN(CC2)CCO